C(C)(C)(C)[Si](C)(C)OCCCCC=C tert-butyl-(hex-5-en-1-yloxy)dimethylsilan